rel-(R)-(5-Phenylisochroman-1-yl)methanamine hydrochloride salt Cl.C1(=CC=CC=C1)C1=C2CCO[C@H](C2=CC=C1)CN |o1:12|